BrC=1C=NC(=NC1)N1CCC2(CC1)CC1=CC=CC=C1[C@H]2N[S@](=O)C(C)(C)C (R)-N-[(3S)-1'-(5-bromopyrimidin-2-yl)-1,3-dihydrospiro[indene-2,4'-piperidin]-3-yl]-2-methylpropan-2-sulfinamide